t-butylterephthalic acid C(C)(C)(C)C1=C(C(=O)O)C=CC(=C1)C(=O)O